(E)-3-(3,4-Dimethoxyphenyl)-1-[2,6-dimethoxy-4-[(3R,4S,5S,6R)-3,4,5-trihydroxy-6-[[(2S,3R,4R,5R,6S)-3,4,5-trihydroxy-6-methyloxan-2-yl]oxymethyl]oxan-2-yl]oxyphenyl]prop-2-en-1-one COC=1C=C(C=CC1OC)/C=C/C(=O)C1=C(C=C(C=C1OC)OC1O[C@@H]([C@H]([C@@H]([C@H]1O)O)O)CO[C@H]1O[C@H]([C@@H]([C@H]([C@H]1O)O)O)C)OC